C(=O)C=1C=C2C=3CCCCC3NC2=CC1 2,3,4,9-tetrahydro-6-formyl-1H-carbazole